(4-nitropiperidin-1-yl)ethan-1-one [N+](=O)([O-])C1CCN(CC1)C(C)=O